C1(=CC=CC=C1)[C@H](C)OC1CCN(CC1)C(=O)[O-] (S)-4-(1-phenylethoxy)piperidine-1-carboxylate